N1=CC(=CC=C1)C1=CC=CC=C1C#N 3-pyridinebenzonitrile